2-(5-Fluoropyridin-2-yl)-6-isopropyl-3-oxo-2,3-dihydropyridazine-4-carboxylic acid FC=1C=CC(=NC1)N1N=C(C=C(C1=O)C(=O)O)C(C)C